ClC=1C=C(CC2(CC(=NO2)CNC(=O)C2=NC=CC3=CC=CC=C23)C(=O)OCC)C=CC1 Ethyl 5-(3-chlorobenzyl)-3-((isoquinoline-1-carboxamido)methyl)-4,5-dihydroisoxazole-5-carboxylate